COC1=CC=C(CNC2=NN=C(C3=CC=CC=C23)C2=CC=C(C=C2)C)C=C1 N-(4-methoxybenzyl)-4-(p-tolyl)phthalazin-1-amine